C(#N)C1=CC(=C(C=N1)OC1=CC(=C2C(=N1)N(C=N2)C)NC2=CC=C(C=N2)C(=O)N2CC(OCC2)C#N)C 4-[6-[[5-(6-cyano-4-methylpyridin-3-yl)oxy-3-methylimidazo[4,5-b]pyridin-7-yl]amino]pyridine-3-carbonyl]morpholine-2-carbonitrile